2-amino-N-((2-amino-1,3-thiazol-5-yl)methyl)-3-methyl-N-((5-(trifluoromethyl)-2-pyridinyl)methyl)-6-quinolinecarboxamide NC1=NC2=CC=C(C=C2C=C1C)C(=O)N(CC1=NC=C(C=C1)C(F)(F)F)CC1=CN=C(S1)N